COC(=O)C1=CC2=C(OCO2)C(=C1)O 7-hydroxybenzo[d][1,3]dioxole-5-carboxylic acid methyl ester